4-(vinyl-oxy)-aniline C(=C)OC1=CC=C(N)C=C1